(2S)-1-[[(2S,5R)-5-aminotetrahydropyran-2-yl]methyl]-4-[4-[1-(2,6-dioxo-3-piperidyl)-3-methyl-2-oxo-benzimidazol-5-yl]butyl]piperazine-2-carboxylic acid N[C@@H]1CC[C@H](OC1)CN1[C@@H](CN(CC1)CCCCC1=CC2=C(N(C(N2C)=O)C2C(NC(CC2)=O)=O)C=C1)C(=O)O